C1(CC(CC2=CC=CC=C12)=O)=O naphthalene-1,3-dione